Cl.Cl.C1N(CC2CNCCC21)CCCNC2=CC(=NC1=CC=CC=C21)C2=CC=C(C=C2)OC N-(3-(hexahydro-1H-pyrrolo[3,4-c]pyridin-2(3H)-yl)propyl)-2-(4-methoxyphenyl)quinolin-4-amine dihydrochloride